((2,4-dioxo-1,3-diazaspiro[4.4]nonane-7-yl)methyl)-6-(5-methoxybenzofuran-2-yl)pyridine-3-sulfonamide O=C1NC2(C(N1)=O)CC(CC2)CC2=NC(=CC=C2S(=O)(=O)N)C=2OC1=C(C2)C=C(C=C1)OC